FC1=C(C=CC=C1)C1=NN(C=C1C=1C2=C(N=CN1)C=C(C(=N2)NC(=O)[C@@]21CN(C[C@H]1C2)C)OC)C (1S,5S)-N-(4-(3-(2-fluorophenyl)-1-methyl-1H-pyrazol-4-yl)-7-methoxypyrido[3,2-d]pyrimidin-6-yl)-3-methyl-3-azabicyclo[3.1.0]hexane-1-carboxamide